O[C@H](C)C1=NC=2C(=C3C(=NC2)NC=C3)N1N1CC(CC1)NS(=O)(=O)CC N-(1-(2-((R)-1-hydroxyethyl)imidazo[4,5-d]pyrrolo[2,3-b]pyridin-1(6H)-yl)pyrrolidin-3-yl)ethanesulfonamide